sinapoyl monotartrate C(=O)(OC(\C=C\C1=CC(OC)=C(O)C(OC)=C1)=O)C(O)C(O)C(=O)[O-]